6-methylene-3,8-diazabicyclo[3.2.1]octane C=C1C2CNCC(C1)N2